CC1=CC=C(C=C1)S(=O)(=O)O.C1NCC12CNC(C2)=O 2,6-diazaspiro[3.4]octane-7-one p-toluenesulfonate